C1(CC1)N(C1CCN(CC1)CC1=CC=C(C=C1)C1=CC2=C(C(=N1)C)N=C(N2C)C2=CC=C(C=C2)S(=O)(=O)C)C N-cyclopropyl-1-(4-(1,4-dimethyl-2-(4-(methylsulfonyl)phenyl)-1H-imidazo[4,5-c]pyridin-6-yl)benzyl)-N-methylpiperidin-4-amine